C1(=CC=CC=C1)C1CCN(CC1)CCCNS(=O)(=O)C1=NC2=CC=CC=C2C=C1 N-(3-(4-phenylpiperidin-1-yl)propyl)quinolin-2-sulfonamide